The molecule is a prostaglandin J derivative comprising prostaglandin J2 lacking the 15-hydroxy group and having C=C double bonds at the 12- and 14-positions. It has a role as a metabolite, an electrophilic reagent and an insulin-sensitizing drug. It derives from a prostaglandin J2. It is a conjugate acid of a 15-deoxy-Delta(12,14)-prostaglandin J2(1-). CCCCC/C=C/C=C/1\\[C@H](C=CC1=O)C/C=C\\CCCC(=O)O